C(C1=CC=CC=C1)C=1C(N=C2C1C(=CC=C2OCC(CNCC=2SC=CC2)O)C)=O 3-benzyl-7-(2-hydroxy-3-((thiophen-2-ylmethyl)amino)propoxy)-4-methyl-2H-benzopyrrol-2-one